OC1=C(C=CC=C1)N1C(C([C@@H]1C1=C(C=C(C=C1)N1CCC(CC1)CN1CCNCC1)OC)(C)C)=O (4S)-1-(2-hydroxyphenyl)-4-(2-methoxy-4-{4-[(piperazin-1-yl)methyl]piperidin-1-yl}phenyl)-3,3-dimethylazetidin-2-one